4-[3-(2-Chloro-5-cyano-4-methoxybenzoyl)-2,4-dihydro-1,3-benzoxazin-8-yl]-5-fluoro-2-morpholin-4-ylbenzoic acid ClC1=C(C(=O)N2COC3=C(C2)C=CC=C3C3=CC(=C(C(=O)O)C=C3F)N3CCOCC3)C=C(C(=C1)OC)C#N